NNNCCCCCCCCCCCCCCCCC triazaicosan